2,3,5,6,12,12a-hexahydro-1H-benzo[4,5]thieno[2,3-d]pyrrolo[1,2-a]azepine C1CCN2C1CC1=C(CC2)C2=C(S1)C=CC=C2